tetradecyl-3-methyl-4-oxo-3,4-dihydroimidazo[5,1-d][1,2,3,5]tetrazine-8-carboxylate C(CCCCCCCCCCCCC)OC(=O)C=1N=CN2C1N=NN(C2=O)C